ClC1=NC=C(C(=C1)C1=C(C=NC(=C1)C)C(=O)O)OC[2H] 2'-chloro-5'-deuteromethoxy-6-methyl-[4,4'-bipyridine]-3-carboxylic acid